NC=1NC(C=2N(C(N(C2N1)[C@H]1[C@@H](C[C@H](O1)C(=O)N)O)=O)CC#C)=O (2S,4R,5R)-5-(2-amino-6,8-dioxo-7-(prop-2-yn-1-yl)-1,6,7,8-tetrahydro-9H-purin-9-yl)-4-hydroxytetrahydrofuran-2-carboxamide